C(C1=CC=CC=C1)(=O)OCCCCCCCC\C=C\C=C trans-dodeca-9,11-dien-1-yl benzoate